ClC1=C(C(=CC=C1C1CC1)Cl)[C@@H](C)N1N=NC=2C=NC(=CC21)C2=C(C=CC=C2)C(C(=O)O)C 2-(2-(1-((R)-1-(2,6-dichloro-3-cyclopropylphenyl)ethyl)-1H-[1,2,3]triazolo[4,5-c]pyridin-6-yl)phenyl)propanoic acid